NC1=NC=CC=C1C1=NC=2C(=NC(=CC2)C2=CC=CC=C2)N1C1=CC=C(CN2CC(C2)NC(OCCCC)=O)C=C1 butyl (1-(4-(2-(2-aminopyridin-3-yl)-5-phenyl-3H-imidazo[4,5-b]pyridin-3-yl)benzyl)azetidin-3-yl)carbamate